[Cl-].[Cl-].[Cl-].[Cd+2] Cadmium trichloride